The molecule is a cyclic tetrapyrrole anion that is the conjugate base of chlorophyllide b, arising from deprotonation of the carboxy group. It is a cyclic tetrapyrrole anion and a monocarboxylic acid anion. It is a conjugate base of a chlorophyllide b. It is a conjugate acid of a chlorophyllide b(2-). CCC1=C(C2=NC1=CC3=C(C4=C([N-]3)C(=C5[C@H]([C@@H](C(=N5)C=C6C(=C(C(=C2)[N-]6)C=C)C)C)CCC(=O)[O-])[C@H](C4=O)C(=O)OC)C)C=O.[Mg+2]